C[C@@]12C(CC[C@H]1[C@@H]1CCC3=CC(CC[C@]3(C)[C@H]1CC2)=O)=O Androst-4-ene-3,17-dione